4-[3-Hydroxy-7-(2-trifluoromethyl-phenyl)-quinolin-2-yl]-4-oxo-butyric acid ethyl ester C(C)OC(CCC(=O)C1=NC2=CC(=CC=C2C=C1O)C1=C(C=CC=C1)C(F)(F)F)=O